8-(2-fluoro-4-(methylsulfonyl)phenyl)-9-(4-((1-(3-fluoropropyl)azetidin-3-yl)methyl)phenyl)-6,7-dihydro-5H-benzo[7]annulene-3-carboxylic acid hydrochloride Cl.FC1=C(C=CC(=C1)S(=O)(=O)C)C=1CCCC2=C(C1C1=CC=C(C=C1)CC1CN(C1)CCCF)C=CC(=C2)C(=O)O